formamidoalcohol C(=O)NO